N(=[N+]=[N-])CC(=O)N[C@H](C(=O)N1[C@@H](C[C@H](C1)O)C(=O)NCC1=CC=C(C=C1)C1=C(N=CS1)C)C(C)(C)C (2S,4R)-1-((S)-2-(2-azidoacetamido)-3,3-dimethylbutyryl)-4-hydroxy-N-(4-(4-methylthiazol-5-yl)benzyl)pyrrolidine-2-carboxamide